CN1C(=NC2=C1C=C(C=C2C)C2=CC=C(C=C2)N2CCC(CC2)N(C)CC)C2=CC=C(C=C2)S(=O)(=O)C 1-(4-(1,4-dimethyl-2-(4-(methylsulfonyl)phenyl)-1H-benzo[d]imidazol-6-yl)phenyl)-N-ethyl-N-methylpiperidin-4-amine